CCOC(=O)C1CN(CCO1)C(=O)OC(C)(C)C morpholine-2,4-dicarboxylic acid 4-tert-butyl 2-ethyl ester